(2R,3S,4R,5S,6R)-2-(acetoxymethyl)-5-(benzyloxy)-6-isobutyltetrahydro-2H-pyran-3,4-diyl diacetate C(C)(=O)O[C@H]1[C@H](O[C@@H]([C@@H]([C@H]1OC(C)=O)OCC1=CC=CC=C1)CC(C)C)COC(C)=O